tert-butyl 9-[4-[(9S)-4,5,9,13-tetramethyl-3-thia-1,8,11,12-tetrazatricyclo[8.3.0.02,6]trideca-2(6),4,7,10,12-pentaen-7-yl]phenyl]-6-oxa-2,9-diazaspiro[4.5]decane-2-carboxylate CC=1SC=2N3C(=NN=C3[C@@H](N=C(C2C1C)C1=CC=C(C=C1)N1CCOC2(CCN(C2)C(=O)OC(C)(C)C)C1)C)C